2-(4-(3-amino-3-oxopropyl)phenyl)acetic acid methyl ester COC(CC1=CC=C(C=C1)CCC(=O)N)=O